C1(CCCCCO1)=O.[S] sulfur Caprolactone